N-Butylaminopropyltriethoxysilan C(CCC)NCCC[Si](OCC)(OCC)OCC